C(CCCCCC(C)C)C1=C(C=CC=C1)O isononyl-phenol